(2S)-5-(2-ethoxy-1,1-difluoro-2-oxoethyl)-1-(3-ethoxy-3-oxopropionyl)pyrrolidine-2-carboxylic acid methyl ester COC(=O)[C@H]1N(C(CC1)C(C(=O)OCC)(F)F)C(CC(=O)OCC)=O